NC1=CC=C(C=C1)C#CC1=CC=C(C(=O)N[C@H](C(=O)NO)CO)C=C1 4-[2-(4-aminophenyl)ethynyl]-N-[(1S)-2-(hydroxyamino)-1-(hydroxymethyl)-2-oxo-ethyl]benzamide